8-((dimethoxymethoxy)methyl)-[1,2,4]triazolo[4,3-a]pyridine COC(OCC=1C=2N(C=CC1)C=NN2)OC